FC1=C(C=CC(=C1F)OC[C@@H]1OCCC1)NC=1C2=C(N=CN1)C=CC(=N2)N2[C@@H]1CN([C@H](C2)C1)C(C=C)=O 1-((1S,4S)-5-(4-((2,3-difluoro-4-(((R)-tetrahydrofuran-2-yl)methoxy)phenyl)amino)pyrido[3,2-d]pyrimidin-6-yl)-2,5-diazabicyclo[2.2.1]heptan-2-yl)prop-2-en-1-one